ClC1=C(C(=O)O)C=CC(=C1)NC(=O)C=1N(C(=CN1)C1=C(C=C(C=C1)OCF)F)C 2-chloro-4-(5-(2-fluoro-4-(fluoromethoxy)phenyl)-1-methyl-1H-imidazole-2-carboxamido)benzoic acid